C1(CC1)N1C=C(C(C2=CC(=C(C=C12)N1C[C@@H](CC1)O)F)=O)CN([C@@H]1CN(CCC1)C=1C=NC=CC1)CC1=CC(=NC=C1)OC 1-cyclopropyl-6-fluoro-7-[(3R)-3-hydroxypyrrolidin-1-yl]-3-({[(2-methoxypyridin-4-yl)methyl][(3S)-1-(pyridin-3-yl)piperidin-3-yl]amino}methyl)-1,4-dihydroquinolin-4-one